(±)-Trans-N-(3-bromo-2-fluorophenyl)-7,8-dimethyl-7,8-dihydro[1,4]dioxino[2,3-g]quinazolin-4-amine BrC=1C(=C(C=CC1)NC1=NC=NC2=CC3=C(C=C12)O[C@H]([C@@H](O3)C)C)F |r|